3-(4-bromophenyl)-5-phenylisothiazole BrC1=CC=C(C=C1)C1=NSC(=C1)C1=CC=CC=C1